C(C)N(S(=O)(=O)C1=CC=C(C=C1)S(=O)(=O)N1C[C@@H](CCC1)C(=O)N1C[C@@H](N(CC1)C(=O)OC(C)(C)C)C)CC tert-butyl (S)-4-((R)-1-((4-(N,N-diethylsulfamoyl)phenyl)sulfonyl) piperidine-3-carbonyl)-2-methylpiperazine-1-carboxylate